C(CCCCCCCCCC)NNC(=O)C1=CC=C(CC2=C(C(=O)N)C=CC=C2)C=C1 (4-(2-undecylhydrazine-1-carbonyl)benzyl)benzamide